C1(CCCCC1)C=1C=C(C=CC1O)C 6-(1-cyclohexyl)-p-cresol